C(C)(C)[Si](C#CC1=C2C=CC(=CC2=CC=C1)O)(C(C)C)C(C)C 5-(2-triisopropylsilylethynyl)naphthalen-2-ol